ClC1=C(C=C(C=C1)[C@H]1[C@H](O)[C@@H](O)[C@H](O)[C@H](O1)CO)CC1=CC=C(C=C1)O[C@@H]1COCC1 (1S)-1,5-anhydro-1-C-{4-chloro-3-[(4-{[(3S)-oxolan-3-yl]oxy}phenyl)methyl]phenyl}-D-glucitol